ClC1=C(OC=2N=C(SC2C2=NC(=NC=C2)N[C@H]2CC(CN(C2)C(=O)OC(C)(C)C)(F)F)C)C=CC(=C1)NS(=O)(=O)C(F)F tert-butyl (5S)-5-[[4-[4-[2-chloro-4-(difluoromethylsulfonylamino)phenoxy]-2-methyl-thiazol-5-yl]pyrimidin-2-yl]amino]-3,3-difluoro-piperidine-1-carboxylate